BrC1=CC(=CN1C)C(=O)OC methyl 5-bromo-1-methyl-1H-pyrrole-3-carboxylate